N-[6-(4-fluorophenyl)-1,3-benzothiazol-2-yl]-8-oxo-6,7-dihydro-5H-indolizine-5-carboxamide FC1=CC=C(C=C1)C1=CC2=C(N=C(S2)NC(=O)C2N3C=CC=C3C(CC2)=O)C=C1